ClC1=C(C=C(C=C1)N1CCCC1)[C@@H]1COCCCN1C1=NC(=NC(=C1)C)N |r| (±)-4-[3-(2-chloro-5-pyrrolidin-1-yl-phenyl)-1,4-oxazepan-4-yl]-6-methyl-pyrimidin-2-amine